O1CCN(CC1)C=1C=C(C=CC1)CO (3-morpholinophenyl)methanol